CC1=C(C(NC(=C1C)C)=O)C(=O)O 4,5,6-trimethyl-2-oxo-1,2-dihydro-3-pyridinecarboxylic acid